FCCOC1C=CC(O1)=O 5-fluoroethoxy-2(5H)-furanone